1,1,1,3,3,3-hexafluoropropan-2-yl (±)-1-((5-chloropyridin-3-yl)carbamoyl)-6-azaspiro[2.5]octane-6-carboxylate ClC=1C=C(C=NC1)NC(=O)[C@@H]1CC12CCN(CC2)C(=O)OC(C(F)(F)F)C(F)(F)F |r|